(3R,4S)-3-amino-1-(2-(benzylamino)acetyl)-4-(3-boronopropyl)pyrrolidine-3-carboxylic acid N[C@]1(CN(C[C@@H]1CCCB(O)O)C(CNCC1=CC=CC=C1)=O)C(=O)O